COC1=C(C=C(C=C1)C1=CN=CC(=N1)C=1CB(OC1)O)OCCC 4-(6-(4-methoxy-3-propoxyphenyl)pyrazin-2-yl)-1,2-oxaborol-2-ol